(S)-3-benzyl-1-(1-(7,8-difluoro-1-oxo-1,2-dihydroisoquinolin-4-yl)ethyl)-1-methylurea C(C1=CC=CC=C1)NC(N(C)[C@@H](C)C1=CNC(C2=C(C(=CC=C12)F)F)=O)=O